BrC=1C=C(C=CC1)C(C=O)=O 2-(3-bromophenyl)-2-oxo-acetaldehyde